OC1=C(C=C(\C=C/2\CN(C(=N2)CCCCCC)C)C=C1F)F (Z)-5-(4-hydroxy-3,5-difluorobenzylidene)-2-n-hexyl-3-methylimidazole